B(OCCCCCC)(OCCCCCC)OCCCCCC Trihexyl borate